FC=1C(=CC=C2C=CNC12)C1=CC=CC(=N1)C(=O)[O-] 6-(7-fluoro-1H-indol-6-yl)pyridin-2-carboxylat